O1CC(CC1)S(=O)(=O)C1=C(OC2=C(C=C(C=C2)C2=NOC(=N2)CN2C(NCC2=O)=O)C(F)(F)F)C=CC=C1 3-((3-(4-(2-((tetrahydrofuran-3-yl)sulfonyl)phenoxy)-3-(trifluoromethyl)phenyl)-1,2,4-oxadiazol-5-yl)methyl)imidazolidine-2,4-dione